methyl 5-((4-((2-(6-methylpyridin-2-yl)pyrimidin-4-yl)amino)pyrimidin-2-yl)amino)picolinate CC1=CC=CC(=N1)C1=NC=CC(=N1)NC1=NC(=NC=C1)NC=1C=CC(=NC1)C(=O)OC